C(#N)C1=CC(=C(COC2=NC(=NC=C2F)NC2CCN(CC2)CC2=NC3=C(N2C[C@H]2OCC2)C=C(C=C3)C(=O)O)C=C1)F (S)-2-((4-((4-((4-cyano-2-fluorobenzyl)oxy)-5-fluoropyrimidin-2-yl)amino)piperidin-1-yl)methyl)-1-(oxetan-2-ylmethyl)-1H-benzo[d]imidazole-6-carboxylic acid